BrCCOC1=CC=C(C=C1)C(C=CC1=CC=C(C=C1)F)=O 4-(2-bromoethoxy)phenyl-3-(4-fluorophenyl)-2-propen-1-one